2-(ethoxycarbonyl)-3-(N-methylacetamido)pyridine 1-oxide C(C)OC(=O)C1=[N+](C=CC=C1N(C(C)=O)C)[O-]